CC1=CC(=NC=C1NC1=NC=C2N(C(N(C2=N1)C1CCOCC1)=O)C)C(=O)NC=1C=NN(C1)C 4-methyl-N-(1-methyl-1H-pyrazol-4-yl)-5-((7-methyl-8-oxo-9-(tetrahydro-2H-pyran-4-yl)-8,9-dihydro-7H-purin-2-yl)amino)picolinamide